C(C)(C)(C)C1=C(OC2CN(C2)C(CCC(=O)O)=O)C=CC(=C1)Cl 4-[3-(2-tert-butyl-4-chlorophenoxy)azetidin-1-yl]4-oxobutanoic acid